[Na].OC=C1C(CC(CC1=O)C1=C2C=CNC2=CC=C1)=O 2-(hydroxymethylene)-5-(1H-indol-4-yl)cyclohexane-1,3-dione sodium salt